8-chloro-6-trifluoromethylthiophenanthridine ClC1=CC2=C(N=C3C=CC=CC3=C2C=C1)SC(F)(F)F